(1R,2S,3S,4R)-3-((2-(5-fluoro-1-tolyl-1H-pyrrolo[2,3-b]pyridin-3-yl)-7-methoxypyrrolo[2,1-f][1,2,4]triazin-4-yl)amino)bicyclo[2.2.2]octane-2-carboxylic acid ethyl ester C(C)OC(=O)[C@H]1C2CCC([C@@H]1NC1=NC(=NN3C1=CC=C3OC)C3=CN(C1=NC=C(C=C13)F)C1=C(C=CC=C1)C)CC2